ClC1=CC=C(N=N1)N([C@@H]1CC[C@H]2CN(C[C@H]21)C(=O)C=2SC(=CC2)C(F)F)CC2=CC=NC=C2 |o1:8,11,15| rel-{(3aS,4R,6aR)-4-[(6-chloro-3-pyridazinyl)(4-pyridinylmethyl)amino]hexahydrocyclopenta[c]pyrrole-2(1H)-yl}[5-(difluoromethyl)-2-thienyl]methanone